6-benzhydryl-11-hydroxy-6H,10H-spiro[imidazo[1,2-d]pyrido[2,1-f][1,2,4]triazine-5,3'-oxetan]-10-one C(C1=CC=CC=C1)(C1=CC=CC=C1)N1N2C(C=3N(C=CN3)C13COC3)=C(C(C=C2)=O)O